P(=O)(O)(O)O.F[Rh](F)(F)(F)(F)F hexafluororhodium phosphate